F[C@H]1CN(CC[C@H]1NC1=C2C=C(N(C2=CC=C1)CC(F)(F)F)C#CCNC1=C(C=C(C(=O)OCC)C=C1)OC)C ethyl 4-((3-(4-(((3S,4R)-3-fluoro-1-methylpiperidin-4-yl)amino)-1-(2,2,2-trifluoroethyl)-1H-indol-2-yl)prop-2-yn-1-yl)amino)-3-methoxybenzoate